C1(CC1)C1=C2C3(C(N(C2=CC=C1)C1=C(C=NN1C)I)=O)CCCC3 4'-Cyclopropyl-1'-(4-iodo-1-methyl-1H-pyrazol-5-yl)spiro[cyclopentane-1,3'-indolin]-2'-one